ethyl-6,7-epoxyheptyl acrylate C(C=C)(=O)OC(CCCCC1CO1)CC